FC(C=1N=C(OC1C(=O)N1[C@H](C2=C(CC1)NC=N2)C2=NN1C(C=CC=C1C(F)(F)F)=C2)[C@H](C)O)F (4-(difluoromethyl)-2-((S)-1-hydroxyethyl)oxazol-5-yl)((R)-4-(7-(trifluoromethyl)pyrazolo[1,5-a]pyridin-2-yl)-6,7-dihydro-1H-imidazo[4,5-c]pyridin-5(4H)-yl)methanone